NC1=C(C=C(C=C1)C1=NC=CC=C1)P(C)(C)=O (2-amino-5-(pyridine-2-yl)phenyl)dimethylphosphine oxide